NC1=NC(=C(C=2N1C(N(N2)CC2=NON=C2C)=O)C2=CC(=NC(=C2)C)CO)C2=CC=CC=C2 5-amino-8-[2-(hydroxymethyl)-6-methyl-4-pyridyl]-2-[(4-methyl-1,2,5-oxadiazol-3-yl)methyl]-7-phenyl-[1,2,4]triazolo[4,3-c]pyrimidin-3-one